5-bromo-4-chloro-2-fluoro-N,N-bis[(4-methoxyphenyl)methyl]-3-methyl-aniline BrC=1C(=C(C(=C(N(CC2=CC=C(C=C2)OC)CC2=CC=C(C=C2)OC)C1)F)C)Cl